Quinoline-1-carboxamide N1(CC=CC2=CC=CC=C12)C(=O)N